FNS(=O)(=O)C(C(F)(F)F)(F)F.FNS(=O)(=O)C(C(F)(F)F)(F)F.[Li] lithium bis-hexafluoroethanesulfonamide salt